(dibenzo[b,d]thiophen-4-yl-1,2,6,8,9-d5)boronic acid C=1(C(=CC(=C2SC3=C(C21)C(=C(C=C3[2H])[2H])[2H])B(O)O)[2H])[2H]